r-carbonyl-di-(1,2,4-triazole) C(=O)(C1=NNC=N1)C1=NNC=N1